(4-(naphthalen-2-yl)phenyl)-boronic acid C1=C(C=CC2=CC=CC=C12)C1=CC=C(C=C1)B(O)O